CS(=O)(=O)O.FC=1C=C(C=CC1)C1N(C2=CC=C(C=C2CC1)OC1=CC=NC2=CC(=C(C=C12)OC)OC)C(=O)N (3-fluorophenyl)-6-(6,7-dimethoxyquinoline-4-oxy)-3,4-dihydroquinoline-1(2H)-formamide methanesulfonate